CC(CCO)CCCC(=C)C 3,7-dimethyloct-7-en-1-ol